7-Bromo-3-(5-carbamoyl-4-methoxy-1H-benzo[d]imidazol-2-yl)-4-methoxythieno[3,2-c]pyridine-2-carboxylic acid ethyl ester C(C)OC(=O)C1=C(C=2C(=NC=C(C2S1)Br)OC)C1=NC2=C(N1)C=CC(=C2OC)C(N)=O